C(CCCCCCCCCCCCCCCCC)NCCCCCCCCCCCCCCCCCC stearyl-(octadecyl)amine